NC1=C2N=C(N(C2=NC(=N1)OCCO)C1OCCCC1)Br 2-((6-amino-8-bromo-9-(tetrahydro-2H-pyran-2-yl)-9H-purin-2-yl)oxy)ethane-1-ol